7-chloro-N-[(3S,6R)-6-{5-[2-(trifluoro-methoxy)ethoxy]-1,3,4-oxadiazol-2-yl}piperidin-3-yl]indolizine-2-carboxamide ClC=1C=CN2C=C(C=C2C1)C(=O)N[C@@H]1CN[C@H](CC1)C=1OC(=NN1)OCCOC(F)(F)F